IC1=CC(=NC=C1)NC(=O)C1CCCC1 N-(4-iodopyridin-2-yl)cyclopentanecarboxamide